6-((3aS,7aS)-1-oxooctahydro-2H-pyrrolo[3,4-c]pyridin-2-yl)nicotinic acid trifluoroacetate salt FC(C(=O)O)(F)F.O=C1N(C[C@@H]2CNCC[C@@H]21)C2=NC=C(C(=O)O)C=C2